F[C@H]1CN(CC[C@H]1NC1=NN2C(C(=N1)OC([2H])([2H])[2H])=C(C=C2)C=2C=CC1=C(N(N=N1)CCF)C2)C N-((3S,4R)-3-fluoro-1-methylpiperidin-4-yl)-5-(1-(2-fluoroethyl)-1H-benzo[d][1,2,3]triazol-6-yl)-4-(methoxy-d3)pyrrolo[2,1-f][1,2,4]triazin-2-amine